NC=1C=C(C=C(C1)C(F)(F)F)[C@@H](C)NC1=NC(=NC2=CC3=C(C=C12)OCCCCCO3)C (R)-N-(1-(3-amino-5-(trifluoromethyl)phenyl)ethyl)-2-methyl-8,9,10,11-tetrahydro-7H-[1,4]dioxonino[2,3-g]quinazolin-4-amine